The molecule is a hydrochloride resulting from the formal reaction of equimolar amounts of naloxone and hydrogen chloride. A specific opioid antagonist, it is used to reverse the effects of opioids, both following their use of opioids during surgery and in cases of known or suspected opioid overdose. It has a role as an antidote to opioid poisoning, a mu-opioid receptor antagonist and a central nervous system depressant. It contains a naloxone(1+). C=CCN1CC[C@]23[C@@H]4C(=O)CC[C@]2([C@H]1CC5=C3C(=C(C=C5)O)O4)O.Cl